C1(CC1)C=1C=C(C=2N(C1)C=C(N2)CNC2=CC=C1C(=CC(=NC1=C2)[C@H]2[C@@H](C2)C2=NC=CC(=N2)C)N2CCOCC2)N2C(N(C(C2)=O)C)=O 1-(6-cyclopropyl-2-(((2-((1R,2R)-2-(4-methylpyrimidin-2-yl)cyclopropyl)-4-morpholinoquinolin-7-yl)amino)methyl)imidazo[1,2-a]pyridin-8-yl)-3-methylimidazolidine-2,4-dione